N[C@H](CC)C=1C(=NC=C(C1)F)O (R)-3-(1-aminopropyl)-5-fluoropyridin-2-ol